N(C(=O)N)C(C(=O)O)O ureidoglycolic acid